(3S)-4-[benzyl-(2-ethoxy-2-oxo-ethyl)amino]-3-(tert-butoxycarbonylamino)-4-oxo-butanoic acid benzyl ester C(C1=CC=CC=C1)OC(C[C@@H](C(=O)N(CC(=O)OCC)CC1=CC=CC=C1)NC(=O)OC(C)(C)C)=O